1-(4-aminopiperidin-1-yl)-2-[(3R)-3-({6-[2-hydroxy-4-(trifluoromethyl)phenyl]-5-methylpyridazin-3-yl}amino)piperidin-1-yl]ethanone NC1CCN(CC1)C(CN1C[C@@H](CCC1)NC=1N=NC(=C(C1)C)C1=C(C=C(C=C1)C(F)(F)F)O)=O